N-(3-(hydroxymethyl)phenyl)heptanamide OCC=1C=C(C=CC1)NC(CCCCCC)=O